NC=1N=C(C2=C(C=NN(C2=O)CC2=CC=C(C=C2)C(=O)N2CCN(CC2)C)N1)NC(CCO)CCC 2-amino-4-((1-hydroxyhexan-3-yl)amino)-6-(4-(4-methylpiperazine-1-carbonyl)benzyl)pyrimido[4,5-d]pyridazin-5(6H)-one